COC(C(C(C)=O)C=1C2=C(N3CCCC(C13)=O)N=CC=C2)=O 3-oxo-2-(6-oxo-6,7,8,9-tetrahydropyrido[3,2-b]indolizin-5-yl)butanoic acid methyl ester